1-(5-Nitroindolin-1-yl)-2-(2-(phenoxymethyl)thiazol-4-yl)ethan-1-one [N+](=O)([O-])C=1C=C2CCN(C2=CC1)C(CC=1N=C(SC1)COC1=CC=CC=C1)=O